C(C)OC=1C=C(C=C(C1C1=CC=C(C=C1)F)OCC)CN1CCC2(CN(C(O2)=O)C2=CC=C(C(=O)NCCCC(=O)NCCO)C=C2)CC1 4-[8-[[3,5-diethoxy-4-(4-fluorophenyl)phenyl]methyl]-2-oxo-1-oxa-3,8-diazaspiro[4.5]decan-3-yl]-N-[4-(2-hydroxyethylamino)-4-oxo-butyl]benzamide